O=C1NC(CCC1NC1=CC(=C(C(=C1)F)C1CCN(CC1)CN1CCN(CC1)C(=O)OC(C)(C)C)F)=O tert-butyl 4-[[4-[4-[(2,6-dioxo-3-piperidyl)amino]-2,6-difluoro-phenyl]-1-piperidyl]methyl]piperazine-1-carboxylate